3-(5,6-dihydrocyclopenta[c]pyrazol-2(4H)-yl)-N-methyl-4-[4-(trifluoromethyl)phenoxy]benzene-1-sulfonamide N=1N(C=C2C1CCC2)C=2C=C(C=CC2OC2=CC=C(C=C2)C(F)(F)F)S(=O)(=O)NC